FC1=C(C(=CC(=C1)C(C(C(F)(F)F)(F)F)(F)F)OCC1=CC=C(C=C1)OC)NC(C1=C(C=CC(=C1)[N+](=O)[O-])SC1=NN=NN1CCO)=O N-[2-fluoro-4-(1,1,2,2,3,3,3-heptafluoropropyl)-6-[(4-methoxyphenyl)methoxy]phenyl]-2-[1-(2-hydroxyethyl)tetrazol-5-yl]sulfanyl-5-nitro-benzamide